O([C@H]1[C@H](O)[C@@H](O)[C@H](O)[C@H](O1)CO)C1=C(OC2=CC(=CC(=C2C1=O)O)OC)C1=CC(=C(C=C1)O)OC 5-hydroxy-2-(4-hydroxy-3-methoxyphenyl)-7-methoxy-4-oxo-4H-chromen-3-yl beta-D-glucopyranoside